BrC1=C(C=C(C=C1)F)NC(=S)NC(C1=CC=CC=C1)=O N-((2-bromo-5-fluorophenyl)carbamothioyl)benzamide